COC1=CC(=NC=C1)N1N=C(C(=C1)C1=CN=C(N1C)C(=O)N)C(F)(F)F 5-[1-(4-methoxy-2-pyridinyl)-3-(trifluoromethyl)pyrazol-4-yl]-1-methyl-imidazole-2-carboxamide